C(C)(C)N(C(C)C)[SiH]([SiH3])N(C(C)C)C(C)C bis-diisopropylaminodisilane